NC1=CC(=NC=C1C(=O)N1CCC=2N(N=C3CCN(C(C1C23)C)C(C=C)=O)C2=C(C=C(C=C2)C2CC2)O)C(F)(F)F 1-(5-(4-amino-6-(trifluoromethyl)nicotinoyl)-2-(4-cyclopropyl-2-hydroxyphenyl)-6-methyl-2,3,4,5,5a,6,8,9-octahydro-7H-1,2,5,7-tetraazabenzo[cd]azulen-7-yl)prop-2-en-1-one